dimethyl maleate C(\C=C/C(=O)OC)(=O)OC